ethyl 3-(2-chloro-3-fluoro-anilino)-2,2-difluoro-propanoate ClC1=C(NCC(C(=O)OCC)(F)F)C=CC=C1F